N1=CC=C(C=C1)C=1C=CC=2N(C1)C(=CN2)C(O)C2=C1C=NN(C1=CC=C2)C2OCCCC2 (6-(pyridin-4-yl)imidazo[1,2-a]pyridin-3-yl)(1-(tetrahydro-2H-pyran-2-yl)-1H-indazol-4-yl)methanol